C(C1=CC=CC=C1)O[C@@H](C)[C@H](CC)N(N)C(=O)NC1=CC=C(C=C1)N1CCN(CC1)C1=CC=C(C=C1)O 1-((2S,3S)-2-(benzyloxy)pentane-3-yl)-N-(4-(4-(4-hydroxyphenyl)piperazin-1-yl)phenyl)hydrazinecarboxamide